6-[(1S)-1-[7-(4-chlorophenyl)-1-methyl-8-(2-methylpyrazol-3-yl)-2,6-dioxopurin-3-yl]ethyl]pyridine-3-sulfonamide ClC1=CC=C(C=C1)N1C(=NC=2N(C(N(C(C12)=O)C)=O)[C@@H](C)C1=CC=C(C=N1)S(=O)(=O)N)C=1N(N=CC1)C